NC1=C(C(C(O1)([2H])C1=CC(=C(C(=O)OC)C=C1)F)=O)OS(=O)(=O)C([2H])([2H])C1=CC=CC=C1 methyl 4-(5-amino-3-oxo-4-(((phenylmethyl-d2) sulfonyl)oxy)-2,3-dihydrofuran-2-yl-2-d)-2-fluorobenzoate